2'-chloro-6',7'-dihydrospiro[piperidine-4,5'-pyrrolo[3,4-b]pyridine] ClC1=CC=C2C(=N1)CNC21CCNCC1